sodium methylenebis(2,4-ditertiary butylphenoxy) phosphate P1(=O)(OOC2=C(C(=C(C=C2)C(C)(C)C)CC=2C(=C(OO1)C=CC2C(C)(C)C)C(C)(C)C)C(C)(C)C)[O-].[Na+]